vinyl-tris(3-methyl-1-butyn-3-oxy)silane C(=C)[Si](OC(C#C)(C)C)(OC(C#C)(C)C)OC(C#C)(C)C